N-(4-((5-(benzyloxy)-2-(4-methoxyphenyl)-3-methyl-1H-indol-1-yl)methyl)phenethyl)propan-2-amine C(C1=CC=CC=C1)OC=1C=C2C(=C(N(C2=CC1)CC1=CC=C(CCNC(C)C)C=C1)C1=CC=C(C=C1)OC)C